ClC=1N=CC=2N3C(N(C2N1)CC1=CC=C(C=C1)C=1N(C=C(N1)C(F)(F)F)C(C)C)=NC=C3 2-chloro-9-(4-(1-isopropyl-4-(trifluoromethyl)-1H-imidazol-2-yl)benzyl)-9H-imidazo[2,1-f]purine